Tert-butyl (2-(3-(3,4-dihydro-1,5-naphthyridin-1(2H)-yl)-1H-pyrazolo[3,4-b]pyrazin-6-yl)-2-azaspiro[4.4]nonan-6-yl)carbamate N1(CCCC2=NC=CC=C12)C1=NNC2=NC(=CN=C21)N2CC1(CC2)C(CCC1)NC(OC(C)(C)C)=O